2-(1-(4-Amino-3-(4-chloro-3-methoxyphenyl)-1H-pyrazolo[3,4-d]pyrimidin-1-yl)ethyl)-3-(3-Fluorophenyl)-4H-chromen-4-one NC1=C2C(=NC=N1)N(N=C2C2=CC(=C(C=C2)Cl)OC)C(C)C=2OC1=CC=CC=C1C(C2C2=CC(=CC=C2)F)=O